C(C1=CC=CC=C1)C1=NC2=C(N1CCOC)C=C(C=C2)Br 2-benzyl-6-bromo-1-(2-methoxyethyl)-1H-benzo[d]imidazole